1-(2-Amino-4-methoxyphenyl)-2,2,2-trifluoroethan-1-ol NC1=C(C=CC(=C1)OC)C(C(F)(F)F)O